N1-(4-(2-(3,6-dihydro-2H-pyran-4-yl)-1-methyl-1H-indol-3-yl)-1,3,5-triazin-2-yl)-N4-(2-(dimethylamino)ethyl)-2-methoxy-N4-methyl-5-nitrobenzene-1,4-diamine O1CCC(=CC1)C=1N(C2=CC=CC=C2C1C1=NC(=NC=N1)NC1=C(C=C(C(=C1)[N+](=O)[O-])N(C)CCN(C)C)OC)C